Bis(2,4,4-trimethylpentyl)dithiophosphinic acid CC(CP(S)(=S)CC(CC(C)(C)C)C)CC(C)(C)C